CN1N=CC=2C1=NC=C(C2)C2=CC=C1C(=N2)SC(=C1)[C@@H](O)C1CCOCC1 (S)-(6-(1-methyl-1H-pyrazolo[3,4-b]pyridin-5-yl)thieno[2,3-b]pyridin-2-yl)(tetrahydro-2H-pyran-4-yl)methanol